4-((1R,5S)-3,8-diazabicyclo[3.2.1]octan-3-yl)-7-(8-ethynyl-7-fluoro-3-hydroxynaphthalen-1-yl)-2-(((2R,7aS)-2-fluorotetrahydro-1H-pyrrolizin-7a(5H)-yl)methoxy)quinoline-3-carbonitrile [C@H]12CN(C[C@H](CC1)N2)C2=C(C(=NC1=CC(=CC=C21)C2=CC(=CC1=CC=C(C(=C21)C#C)F)O)OC[C@]21CCCN1C[C@@H](C2)F)C#N